1-[3-(1-Acetylpiperidin-4-yl)-5-{[(5-chlorothiophen-2-yl)methyl]amino}-1H-pyrazol-1-yl]-2,2-dimethylpropan-1-on C(C)(=O)N1CCC(CC1)C1=NN(C(=C1)NCC=1SC(=CC1)Cl)C(C(C)(C)C)=O